C(C1=CC=CC=C1)OC(=O)N1C[C@]2(CCO2)CC[C@H]1CO (4R,7S)-7-(hydroxymethyl)-1-oxa-6-azaspiro[3.5]nonane-6-carboxylic acid benzyl ester